COC1=C2C(=CN(C2=CC=C1)C)S(=O)(=O)C1=C(C=C(C=C1)N1C=NC(=C1)C)C 4-Methoxy-1-methyl-3-[2-methyl-4-(4-methylimidazol-1-yl)phenyl]sulfonyl-indole